{4-[6-({[(3-fluoro(2-pyridyl))cyclobutyl]methyl}amino)pyridazin-3-yl]pyrimidin-2-yl}(methylsulfonyl)amine FC=1C(=NC=CC1)C1(CCC1)CNC1=CC=C(N=N1)C1=NC(=NC=C1)NS(=O)(=O)C